COCC1=C(C=CC=C1)[N+](=O)[O-] 1-(methoxymethyl)-2-nitrobenzene